(1R,9S)-1-amino-9-ethyl-4,5-difluoro-9-hydroxy-1,2,3,9,12,15-hexahydro-10H,13H-benzo[de]pyrano[3',4':6,7]indolizino[1,2-b]quinoline-10,13-dione N[C@@H]1CCC=2C=3C1=C1C(=NC3C=C(C2F)F)C2=CC3=C(C(N2C1)=O)COC([C@]3(O)CC)=O